ClC1=CC=C(CN2C(=CC=3N(C(N(C(C32)=O)CCCO)=O)C)C#CC3CCCC3)C=C1 (4-chlorobenzyl)-6-(cyclopentylethynyl)-3-(3-hydroxypropyl)-1-methyl-1,5-dihydro-2H-pyrrolo[3,2-d]pyrimidine-2,4(3H)-dione